BrC1=C(C#N)C=CC(=C1F)O 2-bromo-3-fluoro-4-hydroxybenzonitrile